C1CC12C1(CC1)C2CCOC2=NNC=C2 3-(2-dispiro[2.0.24.13]heptan-7-ylethoxy)-1H-pyrazole